S(=O)(=O)([O-])OS(=O)(=O)[O-].[Li+].[Li+] lithium pyrosulfate salt